N-(2-hydroxy-2-methylpropyl)-N-(4'-(methoxymethyl)-[1,1'-biphenyl]-4-yl)-2-(pyridin-2-yl)cyclopropane-1-carboxamide OC(CN(C(=O)C1C(C1)C1=NC=CC=C1)C1=CC=C(C=C1)C1=CC=C(C=C1)COC)(C)C